C(C)C1=C(C(=CC=C1)C)C12CNCC(CC1)N2C(=O)N (2-ethyl-6-methylphenyl)-3,8-diazabicyclo[3.2.1]octane-8-carboxamide